ClC1=C(C(=CC=C1)Cl)C=1C(C2=C(N=C(N=C2)NC2=CC=C(C=C2)N[C@@H]2CC[C@H](CC2)N(C)C)N(C1)C)=O 6-(2,6-dichlorophenyl)-2-[(4-{[trans-4-(dimethylamino)cyclohexyl]amino}phenyl)amino]-8-methylpyrido[2,3-d]pyrimidin-5(8H)-one